7-(cyclohexylamino)-N-(1-(2,6-dioxopiperidin-3-yl)-3-methyl-2-oxo-2,3-dihydro-1H-benzo[d]imidazol-4-yl)heptanamide C1(CCCCC1)NCCCCCCC(=O)NC1=CC=CC=2N(C(N(C21)C)=O)C2C(NC(CC2)=O)=O